(7-((2S,5R)-2,5-dimethyl-4-((S)-1-(3-methylquinoxalin-6-yl)ethyl)piperazin-1-yl)-4-methyl-5-oxo-4,5-dihydro-2H-pyrazolo[4,3-b]pyridin-2-yl)acetonitrile C[C@@H]1N(C[C@H](N(C1)[C@@H](C)C=1C=C2N=C(C=NC2=CC1)C)C)C=1C=2C(N(C(C1)=O)C)=CN(N2)CC#N